C(C)(C)(C)N1CCC(CC1)CNC(=O)N1CCN(C2=CC=CC=C12)C1=CC=C(C=C1)F Tert-butyl-4-((4-(4-fluorophenyl)-1,2,3,4-tetrahydroquinoxaline-1-carboxamido)methyl)piperidine